NC1=C2N=CN(C2=NC(=N1)OC)C1CCC(CC1)C(=O)NC1=CC(=CC=C1)OC 4-(6-amino-2-methoxy-9H-purin-9-yl)-N-(3-methoxyphenyl)cyclohexanecarboxamide